silver-zinc oxide [O-2].[Zn+2].[Ag+]